6-(azetidine-1-yl)-4-hydroxypyridazine-3(2H)-one N1(CCC1)C=1C=C(C(NN1)=O)O